6-(5-chloro-6-methoxypyridin-3-yl)pyrimidine-4-carboxylic acid ClC=1C=C(C=NC1OC)C1=CC(=NC=N1)C(=O)O